NC1C(CCC(C1)N)C 2,4-diamino-1-methyl-cyclohexane